5-(4-methylsulfonylphenyl)thiazol-2-amine CS(=O)(=O)C1=CC=C(C=C1)C1=CN=C(S1)N